FC1=C(C=C(C=C1C(F)(F)F)N1N=CC2=CC(=CC=C12)N1C2(CC2)CN(CC1)S(=O)(=O)C)O 2-Fluoro-5-(5-(7-(methyl-sulfonyl)-4,7-diazaspiro[2.5]-octan-4-yl)-1H-indazol-1-yl)-3-(trifluoromethyl)phenol